N-ethoxycarbonyl-hydroxylamine C(C)OC(=O)NO